C(#N)C=1C=C(C(=NC1)OC)S(=O)(=O)NC=1C(=C(C(=CC1)F)C=1C=CC=2N(C1)C=NC2C(=O)OCC)F ethyl 6-[3-(5-cyano-2-methoxypyridine-3-sulfonamido)-2,6-difluorophenyl]imidazo[1,5-a]pyridine-1-carboxylate